C(#N)C1=C(C=CC(=C1)F)SC=1C=2N(C=C(C1)C=1C=NN(C1C)C1CCC(CC1)N(C)CCO)N=CC2C#N 4-((2-cyano-4-fluorophenyl)thio)-6-(1-((1r,4r)-4-((2-hydroxyethyl)(methyl)amino)cyclohexyl)-5-methyl-1H-pyrazol-4-yl)pyrazolo[1,5-a]pyridine-3-carbonitrile